6-bromomethyl-3,4-dihydro-2-methyl-quinazoline BrCC=1C=C2CNC(=NC2=CC1)C